O1S(CCPC1)(=O)=O 1,2,5-oxathiaphosphinane-2,2-dioxide